COC(=O)C=1N(C=CC1)CC1=CC=C(C2=CC=CC=C12)C1CC1 1-((4-cyclopropylnaphthalene-1-yl)methyl)-1H-pyrrole-2-carboxylic acid methyl ester